1-vinylcyclobutene C(=C)C1=CCC1